(5S,8R)-N-(3-bromo-4-cyanophenyl)-6,7,8,9-tetrahydro-5H-5,8-epiminocyclohepta[d]-pyrimidine-10-carboxamide BrC=1C=C(C=CC1C#N)NC(=O)N1[C@H]2CC[C@@H]1CC=1N=CN=CC12